O=C1NC(CCC1N1C(C2=CC=C(C=C2C1)OC1C(CCC1)N1CC(C1)C1=CC(=C(C#N)C=C1)F)=O)=O 4-(1-(2-((2-(2,6-dioxopiperidin-3-yl)-1-oxoisoindolin-5-yl)oxy)cyclopentyl)azetidin-3-yl)-2-fluorobenzonitrile